N1CCC(CC1)C(=O)C=1SC(=NN1)C=1C=NC=CC1 Piperidine-4-yl(5-(pyridin-3-yl)-1,3,4-thiadiazol-2-yl)methanone